ClCC1=C2CCCC2=CC=C1 4-(chloromethyl)-2,3-dihydro-1H-indene